ethyl 1-(4-bromophenyl)-5-(trifluoromethyl)-1H-pyrazole-4-carboxylate BrC1=CC=C(C=C1)N1N=CC(=C1C(F)(F)F)C(=O)OCC